3-chloro-4-(isoindolin-4-yl)benzonitrile TFA salt OC(=O)C(F)(F)F.ClC=1C=C(C#N)C=CC1C1=C2CNCC2=CC=C1